OC1=C(C=C(C(=C1)C=1NC=CN1)O)C=1NC=CN1 2,5-dihydroxyl-1,4-phenylenediimidazole